1-benzyl-1,3-dihydro-2H-thieno[2,3-d]imidazol-2-one C(C1=CC=CC=C1)N1C(NC2=C1C=CS2)=O